diallyl-methyl-ethyl-ammonium ethylsulfate C(C)OS(=O)(=O)[O-].C(C=C)[N+](CC)(C)CC=C